N,N-dibenzyl-4-ethoxy-4-(trifluoromethyl)cyclohexane-1-amine C(C1=CC=CC=C1)N(C1CCC(CC1)(C(F)(F)F)OCC)CC1=CC=CC=C1